N-(5-(2-hydroxypropan-2-yl)-4'-((4-(2-methoxyethoxy)-6-(methylsulfonyl)pyridin-2-yl)amino)-[2,3'-bipyridin]-6'-yl)acetamide OC(C)(C)C=1C=CC(=NC1)C=1C=NC(=CC1NC1=NC(=CC(=C1)OCCOC)S(=O)(=O)C)NC(C)=O